[Na].[K].[Cs] cesium-potassium-sodium